ClC1=CC(=NC=C1F)[C@H](COC)N |r| rac-1-(4-chloro-5-fluoropyridin-2-yl)-2-methoxyethan-1-amine